N1=CC(=CC=C1)C1=NC(=NC(=N1)C=1C=NC=CC1)C=1C=NC=CC1 2,4,6-tri(3-pyridyl)-1,3,5-triazine